7-bromo-3-oxo-2,3-dihydro-1H-indene-1-carboxylic acid BrC=1C=CC=C2C(CC(C12)C(=O)O)=O